6-amino-8,9-dihydro-7H-cyclopenta[c][1,8]naphthyridine-2-carboxylic acid NC1=NC2=NC=C(C=C2C2=C1CCC2)C(=O)O